N-(3-(N-(3-chlorophenyl)sulfamoyl)phenyl)-5-methylpyrazine-2-carboxamide ClC=1C=C(C=CC1)NS(=O)(=O)C=1C=C(C=CC1)NC(=O)C1=NC=C(N=C1)C